(phenyl)(dimethylfluorenyl)[di(phenyl)triazinylphenyl]dibenzoSelenophene C1(=CC=CC=C1)C=1C(=C(C2=C([Se]C3=C2C=CC=C3)C1)C1=C(C(=C(C=C1)C1=CC=CC=C1)C1=CC=CC=C1)C1=NN=NC=C1)C1=C(C(=CC=3C2=CC=CC=C2CC13)C)C